tert-butyl [(3S,5R)-5-methylpiperidin-3-yl]carbamate C[C@@H]1C[C@@H](CNC1)NC(OC(C)(C)C)=O